(E)-4-(2-(5,6-dihydro-2H-pyran-3-yl)-3-methyl-5-(2-(1-(m-tolyl)ethylidene)hydrazinyl)-3H-imidazo[4,5-b]pyridin-7-yl)morpholine O1CC(=CCC1)C1=NC=2C(=NC(=CC2N2CCOCC2)N/N=C(\C)/C=2C=C(C=CC2)C)N1C